(2R,3R,4R,5S)-5-((4-((2-(2-(2-aminoethoxy)ethoxy)ethoxy)methyl)thiazol-2-yl)amino)-2-(hydroxymethyl)tetrahydro-2H-pyran-3,4-diol NCCOCCOCCOCC=1N=C(SC1)N[C@@H]1[C@H]([C@H]([C@H](OC1)CO)O)O